FC(C1=NN=C(S1)C1=NC=C2N1C=C(C=C2N2C[C@@H](OC[C@@H]2CC)CO)S(=O)(=O)NC2(COC2)C)F |o1:18,21| rel-3-(5-(difluoromethyl)-1,3,4-thiadiazol-2-yl)-8-((2R,5S)-5-ethyl-2-(hydroxymethyl)morpholino)-N-(3-methyloxetan-3-yl)imidazo[1,5-a]pyridine-6-sulfonamide